CN1N=C(C=C1C(=O)O)C1=NC=CC=N1 1-methyl-3-(pyrimidin-2-yl)-1H-pyrazole-5-carboxylic acid